CC1=CC=CC=2N(C(N(C21)C2=CC=C(C=C2)B2OC(C(O2)(C)C)(C)C)=O)CC(=O)OCC ethyl 2-(4-methyl-2-oxo-3-(4-(4,4,5,5-tetramethyl-1,3,2-dioxaborolan-2-yl)phenyl)-2,3-dihydro-1H-benzo[d]imidazol-1-yl)acetate